N-(4-Chloro-2-(2-methoxyethoxy)phenyl)-3-(6-fluoropyridin-3-yl)-1-methyl-1H-1,2,4-triazol-5-amine ClC1=CC(=C(C=C1)NC1=NC(=NN1C)C=1C=NC(=CC1)F)OCCOC